(2-methylpropyl)thian-4-amine CC(CC1SCCC(C1)N)C